C1(CCC1)NC(C[C@H](CCN1CCOCC1)NC(=O)C1=NN(C(=C1)C1=C(C=CC=C1OC)OC)C1CCCC1)=O (3S)-N-cyclobutyl-3-{[1-cyclopentyl-5-(2,6-dimethoxyphenyl)-1H-pyrazol-3-yl]formamido}-5-(morpholin-4-yl)pentanamide